COC1=CC=C(CNS(=O)(=O)C=2C=CC=3N(C2)C=NC3)C=C1 N-(4-methoxybenzyl)imidazo[1,5-a]Pyridine-6-sulfonamide